C1(CC1)C1=NN2C(=NN(C(C2=C1)=O)CC(=O)OCC)C(C)C ethyl 2-(2-cyclopropyl-7-isopropyl-4-oxopyrazolo[1,5-d][1,2,4]triazin-5(4H)-yl)acetate